3,5-dichloro-2-methyl-1H-pyrrolo[2,3-b]pyridine ClC1=C(NC2=NC=C(C=C21)Cl)C